O1CC=NC=C1C=O [1,4]oxazine-6-carbaldehyde